4,4'-(1,4-phenylene)bis-pyridine C1(=CC=C(C=C1)C1=CC=NC=C1)C1=CC=NC=C1